[Si](C1=CC=CC=C1)(C1=CC=CC=C1)(C(C)(C)C)OCC(CC1=C(N(C2=CC=C(C=C12)C(=O)NO)CC)C=1C(=NC=CC1)[C@H](C)OC)(C)C 3-[3-[(tert-butyldiphenylsilyl)oxy]-2,2-dimethylpropyl]-1-ethyl-N-hydroxy-2-[2-[(1S)-1-methoxyethyl]pyridin-3-yl]indole-5-carboxamide